(5RS)-2-(4-Methylbenzyl)-5-[(3,3,4,4-tetrafluoropyrrolidin-1-yl)carbonyl]-5,6,7,8-tetrahydro[1,2,4]triazolo[4,3-a]pyridin-3(2H)-one CC1=CC=C(CN2N=C3N([C@H](CCC3)C(=O)N3CC(C(C3)(F)F)(F)F)C2=O)C=C1 |r|